C1(CC1)C1=C(C(=NO1)C1=C(C=CC=C1Cl)Cl)CO[C@H]1[C@@H]2C(N[C@H](C1)C2)=O (1s,4r,5r)-5-[[5-cyclopropyl-3-(2,6-dichlorophenyl)-1,2-oxazol-4-yl]methoxy]-2-azabicyclo[2.2.1]heptane-3-one